FCF Difluoromethane